FC(C(=O)O)(F)F.O=C1N(CCC(N1)=O)C1=NN(C2=CC(=CC=C12)[C@@H]1C(CN(CC1)CC(=O)O)(F)F)C 2-[(4R)-4-[3-(2,4-dioxo-hexahydropyrimidin-1-yl)-1-methyl-indazol-6-yl]-3,3-difluoro-1-piperidinyl]acetic acid trifluoroacetate